O(C1=C(C=CC=C1)P(C1=CC=CC=C1)C1=CC=CC=C1)C1=C(C=CC=C1)P(C1=CC=CC=C1)C1=CC=CC=C1.[N] nitrogen (oxybis(2,1-phenylene))bis(diphenylphosphane)